ClC1=CC(=C(C=C1)NS(=O)(=O)C1=CNC2=C1C=CC=1C=CC(=NC21)C(F)F)F N-(4-chloro-2-fluorophenyl)-8-(difluoromethyl)-1H-pyrrolo[3,2-H]quinoline-3-sulfonamide